N[C@H]1C2N(CC1CC2)C(=O)C2=CC1=C(N(C(=N1)C=1N(C3=CC=CC=C3C1)C)CC1CN(C1)C(=O)C1=CC=C(C#N)C=C1)C(=C2)OC 4-[3-({5-[(7R)-7-amino-2-azabicyclo[2.2.1]heptane-2-carbonyl]-7-methoxy-2-(1-methyl-1H-indol-2-yl)-1H-1,3-benzodiazol-1-yl}methyl)azetidine-1-carbonyl]benzonitrile